COC1=CC(=NC=N1)C(=O)NC1=CC(=CC=C1)S(N(C1=CC=CC=C1)C)(=O)=O 6-methoxy-N-(3-(N-methyl-N-phenylsulfamoyl)phenyl)pyrimidine-4-carboxamide